1-(1-oxo-5-(((1S,2S)-2-(3-phenylazetidin-1-yl)cyclohexyl)oxy)isoindolin-2-yl)-3-azabicyclo[3.1.1]heptane-2,4-dione O=C1N(CC2=CC(=CC=C12)O[C@@H]1[C@H](CCCC1)N1CC(C1)C1=CC=CC=C1)C12C(NC(C(C1)C2)=O)=O